C1(=C(C=CC=C1)CS(=O)(=O)NC1=C(C(=C(C=C1F)OC1=NC=CC=C1C1=NC(=NC=C1)N[C@@H]1CNC[C@H](C1)F)F)F)C 1-o-tolyl-N-(2,3,6-trifluoro-4-((3-(2-(((3S,5S)-5-fluoropiperidin-3-yl)amino)pyrimidin-4-yl)pyridin-2-yl)oxy)phenyl)methanesulfonamide